ethyl (2-fluoroethyl) ether FCCOCC